N-CBzethylenediamine hydrochloride Cl.C(=O)(OCC1=CC=CC=C1)NCCN